COC(CN1C2CC(CC1CC2)C=2C=C(C=CC2)O)OC 3-endo-[8-(2,2-dimethoxyethyl)-8-azabicyclo[3.2.1]oct-3-yl]phenol